(tert-butoxycarbonyl)amino-2-methylpentanoic acid C(C)(C)(C)OC(=O)NC(C(=O)O)(CCC)C